CC1(OCCC(C1)N1N=CC(=C1C)[N+](=O)[O-])C 1-(2,2-dimethyltetrahydro-2H-pyran-4-yl)-5-methyl-4-nitro-1H-pyrazol